FC1=C(C=CC=C1COC(=O)N1CC2(CC1C)NC(COC2)=O)C2=C(C=CC=C2)C#CCCC(=O)OC {[2-fluoro-2'-(5-methoxy-5-oxopent-1-yn-1-yl)-[1,1'-biphenyl]-3-yl]methyl}-3-methyl-7-oxo-9-oxa-2,6-diazaspiro[4.5]decane-2-carboxylate